ClC=1C(=CC2=C(N(C(O2)=O)C(C(=O)OCC(CO)(CO)N)C)C1)OCC(F)(F)F 2-amino-2-(hydroxymethyl)propane-1,3-diol 3-(5-chloro-2-oxo-6-(2,2,2-trifluoroethoxy)benzo[d]oxazol-3(2H)-yl)propanoate